N-(4-morpholinylpyrimidin-2-yl)-7-methoxyquinazoline-4,6-diamine N1(CCOCC1)C1=NC(=NC=C1)NC1=NC=NC2=CC(=C(C=C12)N)OC